NC1=NN2C(C=CC=C2C=2SC3=C(C2)C=C(C=C3)NS(=O)(=O)C)=N1 N-[2-(2-amino-[1,2,4]triazolo[1,5-a]pyridin-5-yl)benzothien-5-yl]methanesulfonamide